C(C)N(C(OCCCC)=O)C1CCN(CC1)C=1C2=CN(N=C2C(=CC1)C(NC=1C=C(C=2N(C1)C=C(N2)C)OC2=C(C=CC=C2)C)=O)C butyl N-ethyl-N-[1-[2-methyl-7-[[2-methyl-8-(2-methylphenoxy)-imidazo[1,2-a]pyridin-6-yl]carbamoyl]indazol-4-yl]-4-piperidyl]carbamate